N-cyclohexyl-2-[5-oxo-1-[[3-(trifluoromethyl)phenyl]methyl]-pyrrolidin-2-yl]acetamid C1(CCCCC1)NC(CC1N(C(CC1)=O)CC1=CC(=CC=C1)C(F)(F)F)=O